3-fluoro-1,2-dimethoxy-4-nitrobenzene FC=1C(=C(C=CC1[N+](=O)[O-])OC)OC